3-(5-(((1R,2S)-2-(3-(1H-indol-3-yl)azetidin-1-yl)cyclohexyl)oxy)-1-oxoisoindolin-2-yl)piperidine-2,6-dione N1C=C(C2=CC=CC=C12)C1CN(C1)[C@@H]1[C@@H](CCCC1)OC=1C=C2CN(C(C2=CC1)=O)C1C(NC(CC1)=O)=O